CN(C)\C=N/C1=NC=CC2=C1NC(N2[C@H]2CN(C[C@H](C2)O)C(=O)OC(C)(C)C)=O tert-butyl (3R,5S)-3-[4-[(Z)-dimethylaminomethyleneamino]-2-oxo-3H-imidazo[4,5-c]pyridin-1-yl]-5-hydroxy-piperidine-1-carboxylate